C1(CC1)CN(C(OC(C)(C)C)=O)[C@H]1CN(CCC1)C1=CC(N(C=C1)C(C)N1N=NC(=C1)C=1C=NC=C(C1)N(C(F)(F)F)C)=O tert-butyl (cyclopropylmethyl)((3R)-1-(1-(1-(4-(5-(methyl(trifluoromethyl)amino)pyridin-3-yl)-1H-1,2,3-triazol-1-yl)ethyl)-2-oxo-1,2-dihydro pyridin-4-yl)piperidin-3-yl)carbamate